N1=CC(=CC=C1)/C=C/C(=O)O (E)-3-(3-pyridyl)-acrylic acid